N1=CC=C2N1C=CC(=N2)C2=CNC=1N=C(N=CC12)NC1CCC2(CN(C2)C(C)=O)CC1 1-(7-((5-(pyrazolo[1,5-a]pyrimidin-5-yl)-7H-pyrrolo[2,3-d]pyrimidin-2-yl)amino)-2-azaspiro[3.5]nonan-2-yl)ethan-1-one